3-(diethylamino)propyl (1-hydroxydecan-4-yl) carbonate C(OCCCN(CC)CC)(OC(CCCO)CCCCCC)=O